(5R,6R)-3-(5-methoxy-1H-indol-3-yl)-5,6-diphenyl-5,6-dihydropyrazin-2(1H)-one COC=1C=C2C(=CNC2=CC1)C=1C(N[C@@H]([C@H](N1)C1=CC=CC=C1)C1=CC=CC=C1)=O